2-carboxyl-4,6-dinitrochlorobenzene C(=O)(O)C1=C(C(=CC(=C1)[N+](=O)[O-])[N+](=O)[O-])Cl